5-(3-Ethoxy-4-hydroxybenzyl)-1,3-dimethylpyrimidine-2,4,6(1H,3H,5H)-trione C(C)OC=1C=C(CC2C(N(C(N(C2=O)C)=O)C)=O)C=CC1O